FC=1C(=NC(=NC1)N[C@H]1[C@@H](COCC1)O)C1=CC=C2C(C=C(N(C2=C1)C(C)C)CN1C[C@H]([C@@H](C1)O)F)=O 7-(5-fluoro-2-(((3S,4R)-3-hydroxytetrahydro-2H-pyran-4-yl)amino)pyrimidin-4-yl)-2-(((3R,4R)-3-fluoro-4-hydroxypyrrolidin-1-yl)methyl)-1-isopropylquinolin-4(1H)-one